C(C)C=1C2=C(C(=NC1NCC1=CC=C(C=C1)N1N=C(C=C1C)C(F)(F)F)C1=C(C=CC=C1)C(C)C)N=CN2C 7-ethyl-4-(2-isopropylphenyl)-1-methyl-N-(4-(5-methyl-3-(trifluoromethyl)-1H-pyrazol-1-yl)benzyl)-1H-imidazo[4,5-c]pyridin-6-amine